FC(CO)(C1=C(C=CC=C1)F)F 2,2-Difluoro-2-(2-fluorophenyl)ethan-1-ol